([1,2,4]triazolo[4,3-a]pyridin-6-yl)-2-(4-chloro-3-isopropyl-6-oxopyridazin-1(6H)-yl)acetamide N=1N=CN2C1C=CC(=C2)C(C(=O)N)N2N=C(C(=CC2=O)Cl)C(C)C